N-(3-(pyrrolidine-1-yl)propyl)benzamide N1(CCCC1)CCCNC(C1=CC=CC=C1)=O